FC=1C=C(C=CC1)C(C1=CC=C2C=CC=NC2=C1O)N1CCOCC1 7-((3-fluorophenyl)(morpholino)methyl)quinolin-8-ol